1-BOC-4-allyl-4-piperidinecarboxylic acid C(=O)(OC(C)(C)C)N1CCC(CC1)(C(=O)O)CC=C